N-Methyl-3-(1-methylimidazol-4-yl)-4-[[5-(trifluoromethyl)-2-pyridyl]amino]benzenesulfonamide CNS(=O)(=O)C1=CC(=C(C=C1)NC1=NC=C(C=C1)C(F)(F)F)C=1N=CN(C1)C